FC(C(=O)O)(F)F.NC1(CCN(CC1)C([C@@H](CCCCN)NC(C(CCC(F)(F)F)NC([C@@H](CC1=CC=CC=C1)N)=O)=O)=O)C(=O)O 4-amino-1-[(2R)-6-amino-2-[[2-[[(2R)-2-amino-3-phenyl-propionyl]amino]-5,5,5-trifluoro-pentanoyl]amino]hexanoyl]piperidine-4-carboxylic acid trifluoroacetate